(6-(triisopropylsilyl)imidazo[4,5-d]pyrrolo[2,3-b]pyridin-1(6H)-yl)bicyclo[1.1.1]pentan-1-amine C(C)(C)[Si](N1C=CC=2C1=NC=C1C2N(C=N1)C1C2(CC1C2)N)(C(C)C)C(C)C